FC1=C(C=CC(=C1F)N1CCN(CC1)C1CCOCC1)C1=CC2=C(C(=N1)C)C=C(N2C)C2=CC=C(C=C2)S(=O)(=O)C 6-(2,3-difluoro-4-(4-(tetrahydro-2H-pyran-4-yl)piperazin-1-yl)phenyl)-1,4-dimethyl-2-(4-(methylsulfonyl)phenyl)-1H-pyrrolo[3,2-c]pyridine